ClC=1C(=C(OCC(=O)OCC)C=C(C1CC1=C(C(=C(C=C1)O)C(C)C)F)C)F ethyl 2-(3-chloro-2-fluoro-4-(2-fluoro-4-hydroxy-3-isopropylbenzyl)-5-methylphenoxy)acetate